FC(N1N=CC(=C1)C1=C(N(N=C1C(F)(F)F)C1=NC=CC=N1)N)F 4-[1-(difluoromethyl)pyrazol-4-yl]-2-pyrimidin-2-yl-5-(trifluoromethyl)pyrazol-3-amine